[(3aS,4R,6aR)-4-[(6-bromo-3-pyridazinyl)oxy]hexahydrocyclopenta[c]pyrrol-2(1H)-yl](2-phenyl-2H-thieno[3,2-c]pyrazol-5-yl)methanone BrC1=CC=C(N=N1)O[C@@H]1CC[C@H]2CN(C[C@H]21)C(=O)C2=CC1=NN(C=C1S2)C2=CC=CC=C2